[N+](=O)([O-])C=1C=C2CCN(C2=CC1)C=1C2=C(N=CN1)SC(=N2)C(=O)O 7-(5-nitro-2,3-dihydro-1H-indol-1-yl)[1,3]thiazolo[5,4-d]pyrimidine-2-carboxylic acid